(+)-6-[2-(4-fluorophenyl)-6-(hydroxymethyl)-4,5,6,7-tetrahydropyrazolo[1,5-a]pyrimidin-3-yl]-2-(2-methylphenyl)pyridazin-3(2H)-one FC1=CC=C(C=C1)C1=NN2C(NCC(C2)CO)=C1C=1C=CC(N(N1)C1=C(C=CC=C1)C)=O